ClC1=CC(=C(C=C1)[C@@]1(OC2=C(C=CC=C2C=C1)C1CCN(CC1)CC1=NC=2C(=NC(=CC2)C(=O)O)N1C[C@H]1OCC1)C)F ((4-((R)-2-(4-chloro-2-fluorophenyl)-2-methyl-2H-chromen-8-yl)piperidin-1-yl)methyl)-3-(((S)-oxetan-2-yl)methyl)-3H-imidazo[4,5-b]pyridine-5-carboxylic acid